COC1(CCN(CC1)C(C=C)=O)C#CC1=CC=C(C=C1)C(F)(F)F 1-(4-methoxy-4-((4-(trifluoromethyl)phenyl)ethynyl)piperidin-1-yl)prop-2-en-1-one